glycerin dibehenate C(CCCCCCCCCCCCCCCCCCCCC)(=O)O.C(CCCCCCCCCCCCCCCCCCCCC)(=O)O.OCC(O)CO